COC=1C=C(C=C(C1)OC)NC=1N=C2N(C(=NC=C2C(=O)N)NCC2=CC(=CC=C2)NC(CC)=O)C1 ((3,5-dimethoxyphenyl)amino)-5-((3-propionamidobenzyl)amino)imidazo[1,2-c]pyrimidine-8-carboxamide